Cl.O1COC2=C1C=CC(=C2)CCN 2-(benzo[d][1,3]dioxol-5-yl)ethan-1-amine hydrochloride